CC1=NOC(=C1)C 3,5-dimethylisoxazol